6-amino-2-[3-(aminomethyl)-8-azabicyclo[3.2.1]octan-8-yl]-5-(2,3-dichlorophenyl)pyrimidine-4-carboxamide NC1=C(C(=NC(=N1)N1C2CC(CC1CC2)CN)C(=O)N)C2=C(C(=CC=C2)Cl)Cl